FC=1C=C(C=CC1CN)C1=CC=CC=C1 (3-fluoro-[1,1'-biphenyl]-4-yl)methanamine